7-methyl-5-propyl-2-[1-[[3-(trifluoromethyl)phenyl]methyl]pyrazol-4-yl]-3H-imidazo[2,1-b]purin-4-one CC=1N=C2N(C(C=3NC(=NC3N2C1)C=1C=NN(C1)CC1=CC(=CC=C1)C(F)(F)F)=O)CCC